N=1C=NN2C1C=C(C=C2)OC2=CC=C(C=C2)NC=2C1=C(N=CN2)C=CC(=N1)C1CN(CCC1)C(C=C)=O 1-(3-(4-((4-([1,2,4]triazolo[1,5-a]pyridin-7-yloxy)phenyl)amino)pyrido[3,2-d]pyrimidin-6-yl)piperidin-1-yl)prop-2-en-1-one